C(C)N1C=NC=C1CN1C(=NC2=C1C=C(C=C2)C(=O)OC)CN2CCC(CC2)C2=NN(C=C2)OCC2=CC=C(C=C2)F methyl 3-[(3-ethylimidazol-4-yl)methyl]-2-[[4-[1-[(4-fluorophenyl)methoxy]pyrazol-3-yl]-1-piperidyl]methyl]benzimidazole-5-carboxylate